2-(1-(4-((3,4-diaminophenyl)thio)phenyl)piperidin-4-yl)ethan-1-ol NC=1C=C(C=CC1N)SC1=CC=C(C=C1)N1CCC(CC1)CCO